FC1=C(C=CC(=C1)OC1=C(C=CC=C1)F)C(=O)C1=CNC2=NC=C(C(=C21)N[C@H]2CO[C@@H](CC2)CN2CCNCC2)OC (2-fluoro-4-(2-fluorophenoxy)phenyl)(5-methoxy-4-(((3R,6S)-6-(piperazin-1-ylmethyl)tetrahydro-2H-pyran-3-yl)amino)-1H-pyrrolo[2,3-b]pyridin-3-yl)methanone